N[C@H](C(=O)OCC(CCCC)CCCC)CC1=CC(=CC(=C1)F)F 2-Butylhexyl (S)-2-amino-3-(3,5-difluorophenyl)propanoate